tert-butyl N-ethyl-N-{1-[8-({8-fluoro-2-methylimidazo[1,2-a]pyridin-6-yl} carbamoyl)-2-methylquinolin-5-yl]piperidin-4-yl}carbamate C(C)N(C(OC(C)(C)C)=O)C1CCN(CC1)C1=C2C=CC(=NC2=C(C=C1)C(NC=1C=C(C=2N(C1)C=C(N2)C)F)=O)C